NC1CN(C1)C=1C=CC=2N=CN=C(C2N1)NC1=C(C(=CC=C1)Br)F 6-(3-aminoazetidin-1-yl)-N-(3-bromo-2-fluoro-phenyl)pyrido[3,2-d]pyrimidin-4-amine